(5S)-5-[6-[2-hydroxy-6-methyl-4-(trifluorometh-yl)phenyl]pyrazolo[3,4-b]pyridin-2-yl]piperidin-2-one OC1=C(C(=CC(=C1)C(F)(F)F)C)C=1C=CC=2C(N1)=NN(C2)[C@H]2CCC(NC2)=O